N-(2-(4-(2-(7,8-dimethyl-[1,2,4]triazolo[1,5-a]pyridin-6-yl)-3-isopropyl-1H-indol-5-yl)piperidin-1-yl)ethyl)-N-methylmethanesulfonamide CC1=C(C=2N(C=C1C=1NC3=CC=C(C=C3C1C(C)C)C1CCN(CC1)CCN(S(=O)(=O)C)C)N=CN2)C